FC=1C(=C(C=CC1)[C@H]1OCC2=CC(=CC=C2[C@H]1C1=CC=C(C=C1)N1CCC(CC1)CN1CCN(CC1)C=1C=C2CN(C(C2=CC1)=O)[C@@H]1C(NC(CC1)=O)=O)O)C (S)-3-(5-(4-((1-(4-((3S,4R)-3-(3-fluoro-2-methylphenyl)-7-hydroxyisochroman-4-yl)phenyl)piperidin-4-yl)methyl)piperazin-1-yl)-1-oxoisoindolin-2-yl)piperidine-2,6-dione